1-methyl-cyclohexanecarboxylate CC1(CCCCC1)C(=O)[O-]